ClC1=NC2=CC(=CC=C2C=C1)OC[C@@H]1[C@]([C@@H]2[C@@H](OC(O2)(C)C)O1)(O)C(F)(F)F (3aR,5R,6R,6aR)-5-(((2-chloroquinolin-7-yl)oxy)methyl)-2,2-dimethyl-6-(trifluoromethyl)tetrahydrofuro[2,3-d][1,3]dioxol-6-ol